6-(2-(2-(2-isopropylphenyl)pyrrolidin-1-yl)-7-azaspiro[3.5]Nonan-7-yl)nicotinamide C(C)(C)C1=C(C=CC=C1)C1N(CCC1)C1CC2(C1)CCN(CC2)C2=NC=C(C(=O)N)C=C2